[Pd+2].C(C)(C)(C)P([C-]1C=CC=C1)C(C)(C)C.[C-]1(C=CC=C1)P(C(C)(C)C)C(C)(C)C.[Fe+2] 1,1'-bis(di-tert-butylphosphino)ferrocene Palladium(II)